BrC=1C=C(C=NC1)N1CCN(CC1)C(=O)C=1C=NN(C1)C (4-(5-bromopyridin-3-yl)piperazine-1-yl)(1-methyl-1H-pyrazol-4-yl)methanone